3-(3-chloro-4-(9-(3-chlorobenzyl)-6-(1-methylcyclopropoxy)-9H-purin-8-yl)phenoxy)-N-(methylsulfonyl)propanamide ClC=1C=C(OCCC(=O)NS(=O)(=O)C)C=CC1C=1N(C2=NC=NC(=C2N1)OC1(CC1)C)CC1=CC(=CC=C1)Cl